FC([C@H]1C[C@H](C1)C(=O)NNC(=O)[C@@H]1CC[C@H](CC1)C(=O)OC)(F)F trans-methyl 4-(2-(cis-3-(trifluoromethyl)cyclobutanecarbonyl)hydrazinecarbonyl)cyclohexanecarboxylate